Tert-Butyl (2R)-2-({[4-(aminomethyl)pyridin-3-yl]oxy}methyl)azetidine-1-carboxylate NCC1=C(C=NC=C1)OC[C@@H]1N(CC1)C(=O)OC(C)(C)C